9-(Octyloxy)-9-oxononanoic acid C(CCCCCCC)OC(CCCCCCCC(=O)O)=O